5-(2-chloro-6-nitrophenyl)-2-oxo-4-phenyl-2H-pyran-6-carboxylic acid tert-butyl ester C(C)(C)(C)OC(=O)C1=C(C(=CC(O1)=O)C1=CC=CC=C1)C1=C(C=CC=C1[N+](=O)[O-])Cl